C(C)(C)OC1=CC=C2CCC(NC2=C1)=O 7-Isopropoxy-3,4-dihydroquinolin-2(1H)-one